COC=1C=C(C=CC1OC)S(=O)(=O)N1C[C@H](OCC1)C1=CSC2=C1C=CC=C2 |r| rac-3-[4-(3,4-dimethoxyphenyl)sulfonylmorpholin-2-yl]benzothiophene